(2S)-2-[[(2S)-1-(2-aminoacetyl)-2-methylpyrrolidine-2-carbonyl]amino]glutaric acid NCC(=O)N1[C@@](CCC1)(C(=O)N[C@H](C(=O)O)CCC(=O)O)C